C(C)(C)N1N=C(N=C1C1CCC2(OCCO2)CC1)C1=NC(=CC=C1)C(F)(F)F 2-(1-isopropyl-5-(1,4-dioxaspiro[4.5]decan-8-yl)-1H-1,2,4-triazol-3-yl)-6-(trifluoromethyl)pyridine